FC1=CC(=C(C=C1)N1CN(C(C2=CC(=CC=C12)C(F)(F)F)=O)C=1C=[N+](C=CC1)[O-])C 3-(1-(4-fluoro-2-methylphenyl)-4-oxo-6-(trifluoromethyl)-1,4-dihydroquinazolin-3(2H)-yl)pyridine 1-oxide